N-(3-oxocyclopentyl)carbamic acid tert-butyl ester C(C)(C)(C)OC(NC1CC(CC1)=O)=O